((4-chloro-2-fluorophenoxy)methyl)-N-(piperidin-4-yl)pyrimidin-4-amine ClC1=CC(=C(OCC2=NC=CC(=N2)NC2CCNCC2)C=C1)F